di-tert-butyl-3-isopropyl-7,8-dihydro-1H-pyrrolo[2,3-g]isoquinoline-1,6(5H)-dicarboxylic acid di-tert-butyl ester C(C)(C)(C)OC(=O)N1C(=C(C=2C1=CC=1CCN(CC1C2C(C)(C)C)C(=O)OC(C)(C)C)C(C)C)C(C)(C)C